(S)-2,2,2-trifluoroethyl 2-((2-methylbutyl)(pyridin-2-ylmethyl)amino)-2-oxoacetate C[C@H](CN(C(C(=O)OCC(F)(F)F)=O)CC1=NC=CC=C1)CC